3-hydroxy-2,2-dimethylcyclopentan-1-one OC1C(C(CC1)=O)(C)C